ethyltrimethyl-phosphonium chloride [Cl-].C(C)[P+](C)(C)C